1,2,3,4-tetrahydroisoquinoline-3-carboxylic acid C1NC(CC2=CC=CC=C12)C(=O)O